8-hydroxy-7-quinolinecarboxylic acid OC=1C(=CC=C2C=CC=NC12)C(=O)O